3,5-Dibromo-1-((2-(trimethylsilyl)ethoxy)methyl)-1H-pyrazole-4-carbaldehyde BrC1=NN(C(=C1C=O)Br)COCC[Si](C)(C)C